1-(4-chloro-5-fluoro-2-methyl-phenyl)piperazine ClC1=CC(=C(C=C1F)N1CCNCC1)C